C12CC(CC(N1)C2)C2=C1CN(C(C1=CC(=C2F)F)=O)C2C(NC(CC2)=O)=O 3-(4-(6-azabicyclo[3.1.1]heptan-3-yl)-5,6-difluoro-1-oxoisoindolin-2-yl)piperidine-2,6-dione